[Ru].C(C)C1=C(C(=CC=C1)CC)N1C(C(CC1(C)C)(C)C)=CC(C)P(C(C)C)C(C)C 1-(2,6-diethylphenyl)-3,3,5,5-tetramethylpyrrolidin-2-ylidene-triisopropylphosphine ruthenium